C1(=CC=CC=C1)P([C@H](C)[C-]1C(=CC=C1)C1=C(C=CC=C1)P(C1=CC=CC=C1)C1=CC=CC=C1)C1=CC=CC=C1.[CH-]1C=CC=C1.[Fe+2] (R)-1-[(R)-1-(Diphenylphosphino)ethyl]-2-[2-(diphenylphosphino)-phenyl]-ferrocene